(1R,2S,5R)-1-Amino-2-(((S)-2-amino-5-guanidinopentanamido)methyl)-5-(2-boronoethyl)cyclohexane-1-carboxylic acid trihydrochloride Cl.Cl.Cl.N[C@]1([C@@H](CC[C@H](C1)CCB(O)O)CNC([C@H](CCCNC(=N)N)N)=O)C(=O)O